C(C)(C)NC(OC[C@@H]1[C@@H](C1)C1=CC(=NN1)NC(CC1=CC(=NO1)C)=O)=O ((1S,2R)-2-(3-(2-(3-methylisoxazol-5-yl)acetamido)-1H-pyrazol-5-yl)cyclopropyl)methyl isopropylcarbamate